2-(3-(((2-(4-aminopiperidin-1-yl)-9-isopropyl-9H-purin-6-yl)amino)methyl)-[2,3'-bipyridin]-6'-yl)propan-2-ol NC1CCN(CC1)C1=NC(=C2N=CN(C2=N1)C(C)C)NCC=1C(=NC=CC1)C=1C=NC(=CC1)C(C)(C)O